OC1=C(C=CC(=C1)OCCCCCCCC)C1=NC(=NC(=N1)C1=C(C=C(C=C1)C)C)C1=C(C=C(C=C1)C)C 2-(2-Hydroxy-4-octyloxyphenyl)-4,6-bis-(2,4-dimethylphenyl)-1,3,5-triazine